ClC1=CC=C(C=C1)C1=CC=2C3=C(C=NC2C=C1)N(C(N3C3=C(C=CC=C3)OC)=N)C 8-(4-Chlorophenyl)-1-(2-methoxyphenyl)-3-methyl-1,3-dihydro-2H-imidazo[4,5-c]quinolin-2-imine